C(CCCCCCCCCCCCCCC)NC=1C(C=CC(C1)=O)=O 2-hexadecylamino-1,4-benzoquinone